5-mercapto-2,4-dimethylphenol SC=1C(=CC(=C(C1)O)C)C